5-(8-cyclopropyl-2-(2-(trifluoromethyl)phenyl)imidazo[1,2-b]pyridazin-6-yl)pyrimidine-2,4(1H,3H)-dione C1(CC1)C=1C=2N(N=C(C1)C=1C(NC(NC1)=O)=O)C=C(N2)C2=C(C=CC=C2)C(F)(F)F